C1(=CC=CC=C1)P(C1=C2OC=3C(=CC=CC3C(C2=CC=C1)(C)C)P(C1=CC=CC=C1)C1=CC=CC=C1)C1=CC=CC=C1 [5-(diphenylphosphanyl)-9,9-dimethyl-9H-xanthen-4-yl]diphenyl-phosphane